C(C)C1(COC1)CCC(CCCC)CC 3-ethyl-3-(2-ethylhexylmethyl)OXETANE